FC=1C=CC(=C(C1)NC(=O)NC1=CC(=CC=C1)SC(F)(F)F)CCO 1-[5-fluoro-2-(2-hydroxyethyl)phenyl]-3-(3-trifluoromethylsulphanylphenyl)urea